C(C)N1CCN(CC1)CCCCCOC1=CC=C2C=C(C(OC2=C1)=NO)C(C)=O 7-[5-(4-ethyl-1-piperazinyl)pentyloxy]-3-acetylcoumarin oxime